C1(CCCC1)NC1=NC=NC=C1C 4-(cyclopentylamino)-5-methylpyrimidin